1,3-dioxoisoindolin-2-yl 4-methyltetrahydro-2H-pyran-4-carboxylate CC1(CCOCC1)C(=O)ON1C(C2=CC=CC=C2C1=O)=O